Bis(2-(4-(trifluoromethyl)phenyl)-1H-indole-3-yl)methane FC(C1=CC=C(C=C1)C=1NC2=CC=CC=C2C1CC1=C(NC2=CC=CC=C12)C1=CC=C(C=C1)C(F)(F)F)(F)F